5-[(4-chlorophenyl)methoxy]-1,3,4-thiadiazol-2-amine ClC1=CC=C(C=C1)COC1=NN=C(S1)N